acryloxyundecyl dihydrogenphosphate P(=O)(O)(O)OCCCCCCCCCCCOC(C=C)=O